BrC1=CC(=C(O[C@H](C(=O)O)C)C=C1)C1=NOC=C1 (2S)-2-(4-Bromo-2-(isoxazol-3-yl)phenoxy)propanoic acid